1-(5-mesityl-1H-pyrrol-2-yl)-N,N,N-trimethylmethanaminium iodide [I-].C1(=C(C(=CC(=C1)C)C)C1=CC=C(N1)C[N+](C)(C)C)C